FC(C1=CC=CC=2N1N=C(C2)[C@@H]2N(CCC1=C2N=CN1)C(=O)C=1OC(=NN1)C=1C=NN(C1)C(F)(F)F)F (R)-(4-(7-(difluoromethyl)pyrazolo[1,5-a]pyridin-2-yl)-6,7-dihydro-1H-imidazo[4,5-c]pyridin-5(4H)-yl)(5-(1-(trifluoromethyl)-1H-pyrazol-4-yl)-1,3,4-oxadiazol-2-yl)methanone